ClC1=CC(=C(C=C1F)[C@H](NC([C@@H]1N(C[C@H](C1)F)C(=O)C1=CC(=NC=C1)S(=O)(=O)C)=O)C1CC1)F (4S)-N-((R)-(4-chloro-2,5-difluorophenyl)(cyclopropyl)methyl)-4-fluoro-1-((2-(methylsulfonyl)-4-pyridinyl)carbonyl)-D-prolinamide